ClCC(=O)N[C@H](CC=C)CO 2-chloro-N-[(1R)-1-(hydroxymethyl)but-3-enyl]acetamide